N(=[N+]=[N-])C1CCC(CC1)C(=O)N1CCC(CC1)C(=O)O 1-(4-azidocyclohexanecarbonyl)piperidine-4-carboxylic acid